CC1=CC=CC2=C(C3=CC=CC=C3C(=C12)OC(=O)C1C(CC(=CC1)C)C(=O)O)OC(=O)C1C(CC(=CC1)C)C(=O)O 4-methyl-9,10-bis[2-carboxy(4-methyl-4-cyclohexenyl)]carbonyloxyanthracene